C(=O)C1=CN(C2=CC=C(C=C12)C#N)CC1=NC=CC=C1 3-formyl-1-(pyridin-2-ylmethyl)-1H-indole-5-carbonitrile